C(C)(=O)C=1C=CC=2N(C1)C(=CN2)N2N=CC(=C2)C=2C=C(C(=O)NC1CC1)C=CC2C 3-(1-{6-acetylimidazo[1,2-a]pyridin-3-yl}-1H-pyrazol-4-yl)-N-cyclopropyl-4-methylbenzamide